1-(trans-5-((2-chlorobenzyl)(methyl)amino)octahydrocyclopenta[c]pyrrole-2-carbonyl)-1H-pyrazole-3-carboxamide ClC1=C(CN(C2CC3C(CN(C3)C(=O)N3N=C(C=C3)C(=O)N)C2)C)C=CC=C1